isopropyl trans-N-[4-[5-[4-(1H-imidazol-2-ylamino)-2-pyrrolidin-1-ylsulfonyl-phenyl]thiazol-2-yl]cyclohexyl]carbamate N1C(=NC=C1)NC1=CC(=C(C=C1)C1=CN=C(S1)[C@@H]1CC[C@H](CC1)NC(OC(C)C)=O)S(=O)(=O)N1CCCC1